P(=O)([O-])([O-])[O-].[Na+].O=C1C(O)=C(O)[C@H](O1)[C@@H](O)CO.[Na+].[Na+] L-ascorbic acid sodium phosphate